2-(2,5-dioxo-imidazolidin-4-yl)-N-(4-morpholinobenzyl)acetamide O=C1NC(C(N1)CC(=O)NCC1=CC=C(C=C1)N1CCOCC1)=O